ClC=1C(=C(C=O)C=CC1OC)OC 3-chloro-2,4-dimethoxyBenzaldehyde